ClC=1C=CC2=C(CC(CC=3N2C(=NN3)[C@@H]3CC[C@H](CC3)OC3=NC=CC=C3)NC3CCOCC3)C1 8-chloro-1-[trans-4-(pyridin-2-yloxy)cyclohexyl]-N-(tetrahydro-2H-pyran-4-yl)-5,6-dihydro-4H-[1,2,4]triazolo[4,3-a][1]benzazepine-5-amine